ClC1=NC(=CC=C1C1=CC=CC=2N1N=CC2C(=O)N2CCCCC2)C(F)(F)F (7-(2-Chloro-6-(trifluoromethyl)pyridin-3-yl)pyrazolo[1,5-a]pyridin-3-yl)(piperidin-1-yl)methanone